tert-butyl (S)-2-(7-chloro-2-(ethylcarbamoyl)-1,2,3,4-tetrahydroisoquinolin-5-yl)pyrrolidine-1-carboxylate ClC1=CC(=C2CCN(CC2=C1)C(NCC)=O)[C@H]1N(CCC1)C(=O)OC(C)(C)C